tert-butyl(2-((4-(aminomethyl)pyridin-3-yl)oxy)ethyl)(methyl)carbamate C(C)(C)(C)OC(N(C)CCOC=1C=NC=CC1CN)=O